(S)-3-amino-7-(5-(2-hydroxypropan-2-yl)isoxazol-3-yl)-5-methyl-2,3-dihydrobenzo[b][1,4]Oxazepine-4(5H)-one N[C@@H]1C(N(C2=C(OC1)C=CC(=C2)C2=NOC(=C2)C(C)(C)O)C)=O